C(C)(C)(C)OC(NC1=C(C(=CC=C1F)NC(C1=C(C=CC(=C1)NC(=O)CC(CC1=C(C(=CC(=C1)F)Br)F)(Cl)Cl)Cl)=O)F)=O Trans-(3-(5-(3-(3-bromo-2,5-difluorophenyl)-2,2-dichloropropane-1-carboxamido)-2-chlorobenzoylamino)-2,6-difluorophenyl)carbamic acid tert-butyl ester